tert-butyl N-[(3R)-7-(5-tert-butyl-1,3,4-oxadiazol-2-yl)-8-fluoro-1,4-dioxo-5-[[4-(trifluoromethoxy)phenyl]methyl]-2,3-dihydro-1λ6,5-benzothiazepin-3-yl]carbamate C(C)(C)(C)C1=NN=C(O1)C=1C(=CC2=C(N(C([C@H](C[SH2]2=O)NC(OC(C)(C)C)=O)=O)CC2=CC=C(C=C2)OC(F)(F)F)C1)F